6-(4-(1-((2-(2,6-dioxopiperidin-3-yl)-6-fluoro-1,3-dioxoisoindoline-5-yl)methyl)piperidin-4-yl)piperazin-1-yl)-2-(4-phenoxyphenyl)nicotinamide O=C1NC(CCC1N1C(C2=CC(=C(C=C2C1=O)CN1CCC(CC1)N1CCN(CC1)C1=NC(=C(C(=O)N)C=C1)C1=CC=C(C=C1)OC1=CC=CC=C1)F)=O)=O